C(C)(C)[Si](O)(O)C1=CC=CC=C1 isopropyl-phenyl-silanediol